FC1=CC=C(C=C1)CN(C1=C(C(=NN1)C1CCNCC1)C#N)C 5-{[(4-Fluorophenyl)methyl](methyl)amino}-3-(piperidin-4-yl)-1H-pyrazol-4-carbonitril